NCCCC(=O)NC1=CC(=C(C=C1)CN)C#CCN 4-amino-N-(4-(aminomethyl)-3-(3-aminoprop-1-yn-1-yl)phenyl)butanamide